(2r,5s)-2,5-dimethyl-4-(5-methyl-7H-pyrrolo[2,3-d]pyrimidin-4-yl)piperazine-1-carboxylic acid tert-butyl ester C(C)(C)(C)OC(=O)N1[C@@H](CN([C@H](C1)C)C=1C2=C(N=CN1)NC=C2C)C